CN(C(C1=CC=CC=C1)=O)C N,N-dimethylbenzoic acid amide